N-((2-(4-amino-7-isopropylimidazo[5,1-f][1,2,4]triazin-5-yl)thiazol-5-yl)methyl)-5-fluoro-2-methoxybenzamide NC1=NC=NN2C1=C(N=C2C(C)C)C=2SC(=CN2)CNC(C2=C(C=CC(=C2)F)OC)=O